Tert-butyl 4-(8-acetyl-4-cyano-6-methylquinolin-2-yl)piperazine-1-carboxylate C(C)(=O)C=1C=C(C=C2C(=CC(=NC12)N1CCN(CC1)C(=O)OC(C)(C)C)C#N)C